(3S,4S,5R)-1-(((S)-1-(5-(trifluoromethyl)pyridin-3-yl)piperidin-3-yl)methyl)piperidine-3,4,5-triol FC(C=1C=C(C=NC1)N1C[C@@H](CCC1)CN1C[C@@H](C([C@@H](C1)O)O)O)(F)F